N-methylhex-5-en-1-amine HCl salt Cl.CNCCCCC=C